(2R,4R)-6-chloro-7-fluoro-4-hydroxy-N-(3-{4-[cis-3-(trifluoromethoxy)cyclobutyl]-1H-pyrazol-1-yl}bicyclo[1.1.1]pentan-1-yl)-3,4-dihydro-2H-1-benzopyran-2-carboxamide ClC=1C(=CC2=C([C@@H](C[C@@H](O2)C(=O)NC23CC(C2)(C3)N3N=CC(=C3)[C@@H]3C[C@@H](C3)OC(F)(F)F)O)C1)F